O[C@@H]1C[C@@H](CCCC1)NC1=NC=C2N=C(N(C2=N1)C1CCC(CC1)C(=O)N)NC1=C(C=C(C=C1F)F)F (1S,4s)-4-(2-((1R,3S)-3-hydroxycycloheptylamino)-8-(2,4,6-trifluorophenylamino)-9H-purin-9-yl)cyclohexanecarboxamide